ClC1=CC(=C(N=N1)C(=O)NC([2H])([2H])[2H])NC1=C(C(=CC=C1)C1=NN(C(=C1)P(=O)(C1CC1)C1CC1)C)OC 6-Chloro-4-((3-(5-(dicyclopropylphosphoryl)-1-methyl-1H-pyrazol-3-yl)-2-methoxyphenyl)amino)-N-(methyl-d3)pyridazine-3-carboxamide